5'-chloro-N-methyl-N-[(1-methyl-1H-1,3-benzodiazol-2-yl)methyl]-7'-oxo-7',8'-dihydro-6'H-spiro[cyclohexane-1,9'-furo[2,3-f]quinazoline]-2'-carboxamide ClC=1C=C2C(=C3C4(NC(NC13)=O)CCCCC4)OC(=C2)C(=O)N(CC2=NC4=C(N2C)C=CC=C4)C